[I-].C[N+]1(C(CCCC1)CN(C1CC2=CC=CC=C2C1)C1=CC(=CC=C1)F)C 1,1-dimethyl-2-[((3-fluorophenyl)(indan-2-yl)amino)methyl]piperidinium iodide